(S)-6-(cyclopropanecarboxamido)-4-((2-cyclopropyl-3,4,5-trimethyl-4,5-dihydro-3H-imidazo[4,5-c][1,7]naphthyridin-6-yl)amino)-N-(methyl-d3)pyridazine-3-carboxamide C1(CC1)C(=O)NC1=CC(=C(N=N1)C(=O)NC([2H])([2H])[2H])NC1=NC=CC=2C3=C([C@@H](N(C12)C)C)N(C(=N3)C3CC3)C